[Si].[Fe].[Si] silicon-iron silicon